C(C)N1CCN(CC1)C(C)=O 4-ethyl-1-(piperazin-1-yl)ethan-1-one